{4-[4-amino-7-(trans-4-hydroxycyclohexyl)pyrrolo[2,1-f][1,2,4]triazin-5-yl]-3-fluorophenyl}-2-oxo-1-phenyl-1,2-dihydropyridine-3-carboxamide NC1=NC=NN2C1=C(C=C2[C@@H]2CC[C@H](CC2)O)C2=C(C=C(C=C2)C2=C(C(N(C=C2)C2=CC=CC=C2)=O)C(=O)N)F